C(#N)C=1C=C(C=NC1OC(F)F)NC(=O)[C@H]1CC(C2=C1C=NC=1N2N=C(C1)F)(C)C (S)-N-(5-cyano-6-(difluoromethoxy)pyridin-3-yl)-2-fluoro-8,8-dimethyl-7,8-dihydro-6H-cyclopenta[e]pyrazolo[1,5-a]pyrimidine-6-carboxamide